[Si](C)(C)(C(C)(C)C)C1=C(OC=C1C(C)(C)O)S(=O)(N)=N (tert-butyldimethylsilyl)-4-(2-hydroxypropan-2-yl)furan-2-sulfonimidamide